BrC1=CC(=C(CC2=CC(=C(OC3OCCCC3)C=C2)C(C)C)C(=C1)Cl)Cl 2-(4-(4-bromo-2,6-dichlorobenzyl)-2-isopropylphenoxy)tetrahydro-2H-pyran